NC1=C2C=NC(=NC2=CC(=C1F)C1=C(C2=C(OCCN2)N=C1)C)NC1=CC=C(C=C1)N1C(OCC1)=O 3-(4-{[5-amino-6-fluoro-7-(8-methyl-2,3-dihydro-1H-pyrido[2,3-b][1,4]oxazin-7-yl)quinazolin-2-yl]amino}phenyl)-1,3-oxazolidin-2-one